4-cyclopropyl-2-((2-methoxy-4-(morpholinosulfonyl)phenyl)amino)-7H-pyrrolo[2,3-d]pyrimidine-5-carbonitrile C1(CC1)C=1C2=C(N=C(N1)NC1=C(C=C(C=C1)S(=O)(=O)N1CCOCC1)OC)NC=C2C#N